C(C)C1(C(=NC2=C(C=C(C=C12)C1=NCN(C=C1F)C1=NC=C(C=C1)N1CCCCC1)F)C)C 4-(3-ethyl-7-fluoro-2,3-dimethyl-3H-indol-5-yl)-5-fluoro-N-(5-(piperidin-1-yl)pyridin-2-yl)pyrimidine